FC1(C(CC1)NC(=O)C=1N=C(SC1C)NC1=CC(=NC(=C1)F)F)F N-(2,2-difluoro-cyclobutyl)-2-[(2,6-difluoro-4-pyridinyl)amino]-5-methyl-thiazole-4-carboxamide